3-(2,4-dimethylbenzenesulfonyl)-8-(4-methyl-1,4-diazepan-1-yl)-4H,5H-[1,2,3]triazolo[1,5-a]quinazolin-5-one CC1=C(C=CC(=C1)C)S(=O)(=O)C=1N=NN2C1NC(C1=CC=C(C=C21)N2CCN(CCC2)C)=O